(4-isopropylphenyl)(p-tolyl)iodonium (2,3,5,6-tetrafluoro-4'-vinyl-[1,1'-biphenyl]-4-yl)tris(2,3,5,6-tetrafluoro-4-(trifluoromethyl)phenyl)borate FC1=C(C(=C(C(=C1F)[B-](C1=C(C(=C(C(=C1F)F)C(F)(F)F)F)F)(C1=C(C(=C(C(=C1F)F)C(F)(F)F)F)F)C1=C(C(=C(C(=C1F)F)C(F)(F)F)F)F)F)F)C1=CC=C(C=C1)C=C.C(C)(C)C1=CC=C(C=C1)[I+]C1=CC=C(C=C1)C